(Tert-Butoxycarbonyl)-L-cysteine C(C)(C)(C)OC(=O)N[C@@H](CS)C(=O)O